5-trifluoromethyl-2H-pyrazole FC(C=1C=CNN1)(F)F